Cl[C@H]1[C@@H]2COCCN[C@H]12 (1S,7S,8S)-8-Chloro-5-oxa-2-azabicyclo[5.1.0]octane